2-Methyl-pyrimidine-4-carboxylic acid {3-[5-(5-methyl-pyridin-3-yl)-[1,3,4]oxadiazol-2-yl]-adamantan-1-yl}-amide CC=1C=C(C=NC1)C1=NN=C(O1)C12CC3(CC(CC(C1)C3)C2)NC(=O)C2=NC(=NC=C2)C